ClC1=NN(C2=CC(=CC=C12)COC1=CC=CC(=N1)C1CCN(CC1)COC(=O)C=1C=CC2=C(N(C=N2)CC2OCC2)C1)C ((4-(6-((3-Chloro-1-methyl-1H-indazol-6-yl)methoxy)pyridin-2-yl)piperidine-1-yl)methyl)-1-(oxetan-2-ylmethyl)-1H-benzo[d]imidazole-6-carboxylate